3-(2-octyldodecyl)-1H-pyrrole C(CCCCCCC)C(CC1=CNC=C1)CCCCCCCCCC